BrC=1C=C2C(=NNC2=CC1F)CCC(=O)OCC Ethyl 3-(5-bromo-6-fluoro-1H-indazol-3-yl)propanoate